4-chloro-2,3-dihydro-1H-inden-1-amine ClC1=C2CCC(C2=CC=C1)N